CC1(O[Sn]2(OC(CN(C1)C)(C)C)OC(CN(CCO2)C)(C)C)C 2,2,4,6,6,10,10,12-octamethyl-1,7,9,15-tetraoxa-4,12-diaza-8-stannaspiro[7.7]pentadecane